5-Chloro-2-fluoro-4-(imidazo[1,5-a]pyridine-6-yl)aniline ClC=1C(=CC(=C(N)C1)F)C=1C=CC=2N(C1)C=NC2